N1=CC=C(C=C1)C(=CC1=CC(=NC=C1)F)C#N 1-(4-pyridyl)-1-cyano-2-(2-fluoro-4-pyridyl)-ethylene